CN(CCN1N=CC2=CC(=CC(=C12)NC(C=C)=O)NC1=NC=CC(=N1)C1=CN(C2=CC=CC=C12)C)C N-(1-(2-(dimethylamino)ethyl)-5-((4-(1-methyl-1H-indol-3-yl)pyrimidin-2-yl)amino)-1H-indazol-7-yl)acrylamide